NC=1C(=C(C=CC1)N)N trisaminobenzene